C(C)OC(CC1=NC=C(C(=O)OC)C=C1[N+](=O)[O-])=O methyl 6-(2-ethoxy-2-oxoethyl)-5-nitronicotinate